C(C1=CC=CC=C1)C1CC(=NO1)CNC(=O)C=1C=2C=CN(C2C=CC1)C 5-benzyl-3-((1-methyl-1H-indole-4-carboxamido)methyl)-4,5-dihydroisoxazole